NC1=C2N=C(N(C2=NC=N1)CCC(=O)NCC)SC1=CC2=C(OCO2)C=C1N(C)C 3-(6-amino-8-((6-(dimethylamino)benzo[d][1,3]dioxol-5-yl)thio)-9H-purin-9-yl)-N-ethylpropanamide